ClC1=C(C(=CC(N1C)C(=O)O)N1CCC(CC1)OC1=C(C=C(C=C1)F)F)[N+](=O)[O-] 6-chloro-4-(4-(2,4-difluorophenoxy)piperidin-1-yl)-N-methyl-5-nitropyridinecarboxylic acid